FC1(CCN(CC1)C=1C=2N(C=C(C1)NC(OC(C)(C)C)=O)C=CN2)F tert-butyl (8-(4,4-difluoropiperidin-1-yl)imidazo[1,2-a]pyridin-6-yl)carbamate